C(C)(C)(C)NC(O[C@H]1C[C@H](CC1)C1=CC(=NN1)NC(CC=1SC(=CN1)C)=O)=O (1R,3S)-3-(3-{[(5-methyl-1,3-thiazol-2-yl)acetyl]-amino}-1H-pyrazol-5-yl)-cyclopentyl tert-butyl-carbamate